1,3-diethylaminomethyl-tetramethyldisiloxane C(C)NC[Si](O[Si](CNCC)(C)C)(C)C